methyl-5-nitro-2-(octylamino)benzenesulfonamide CC=1C(=C(C=C(C1)[N+](=O)[O-])S(=O)(=O)N)NCCCCCCCC